S(=O)(=O)(OC1=CC=CC2=CC=CC=C12)[O-] 1-naphthyl sulfate